methyl (1S,4R)-4-[[3-(3,5-dichloroanilino)-2-fluoro-2-methoxy-3-oxo-propanoyl]amino]cyclopent-2-ene-1-carboxylate ClC=1C=C(NC(C(C(=O)N[C@H]2C=C[C@H](C2)C(=O)OC)(OC)F)=O)C=C(C1)Cl